FC=1C(=C(C=CC1)C=1C=C2C(=NN1)NC[C@@]1(N2C[C@@H](C1)N1N=CC=2C1=NC=C(C2)C(=O)OC)C)O methyl 1-((6aR,8R)-2-(3-fluoro-2-hydroxyphenyl)-6a-methyl-5,6,6a,7,8,9-hexahydropyrrolo[1',2':4,5]pyrazino[2,3-c]pyridazin-8-yl)-1H-pyrazolo[3,4-b]pyridine-5-carboxylate